1-[(3-methyl-2-nitro-imidazol-4-yl)methyl]-3-[3-methyl-2-oxo-5-(4-piperidyl)benzimidazol-1-yl]piperidine-2,6-dione CN1C(=NC=C1CN1C(C(CCC1=O)N1C(N(C2=C1C=CC(=C2)C2CCNCC2)C)=O)=O)[N+](=O)[O-]